N-(2-ethylhexyl)-2-methyl-3-tetrahydropyranyloxypyridin-4-one C(C)C(CN1C(=C(C(C=C1)=O)OC1OCCCC1)C)CCCC